C(C=C)C1=CC(=C(OC=2C=C(C(C#N)=CC2)C#N)C(=C1)OC)OC 4-(4-allyl-2,6-dimethoxyphenoxy)phthalonitrile